(3-fluorophenyl)tetrahydro-2H-pyran-4-carboxylic acid FC=1C=C(C=CC1)C1OCCC(C1)C(=O)O